(3-(trifluoromethyl)-1-((2-(trimethylsilyl)ethoxy)methyl)-1H-pyrazol-4-yl)methyl methanesulfonate CS(=O)(=O)OCC=1C(=NN(C1)COCC[Si](C)(C)C)C(F)(F)F